CN1C=NC2=C1C=C(C=C2C(=O)NC2=CC(=CC=C2)C2(CC(C2)C)C2=NN=CN2C)CN2C[C@H](CCC2)C 1-methyl-N-(3-((1s,3R)-3-methyl-1-(4-methyl-4H-1,2,4-triazol-3-yl)cyclobutyl)phenyl)-6-(((S)-3-methylpiperidin-1-yl)methyl)-1H-benzo[d]imidazole-4-carboxamide